N1CC(C1)C(=O)N1CC(OCC1)C azetidin-3-yl(2-methylmorpholino)methanone